purinium iodide salt [I-].[NH+]1=CN=C2N=CNC2=C1